C(=O)(O)C1=C(C=CC(=C1)C(=O)O)P(C)(C)=O 2,4-dicarboxyphenyl-dimethylphosphine oxide